4-(2-oxo-2,3-dihydro-1H-imidazo[4,5-c]pyridin-1-yl)piperidine-1-carboxylic acid tert-butyl ester C(C)(C)(C)OC(=O)N1CCC(CC1)N1C(NC=2C=NC=CC21)=O